2-(4-(3-bromophenyl)piperazin-1-yl)-N-(pyridin-2-ylmethyl)acetamide BrC=1C=C(C=CC1)N1CCN(CC1)CC(=O)NCC1=NC=CC=C1